1-{4-[2-isopropyl-3-methyl-7-(1-quinolin-3-yl-ethylamino)-2H-pyrazolo[4,3-d]pyrimidin-5-yl]-piperazin-1-yl}-ethanone C(C)(C)N1N=C2C(N=C(N=C2NC(C)C=2C=NC3=CC=CC=C3C2)N2CCN(CC2)C(C)=O)=C1C